C(=C)[Si]1(CCC1)C=C 1,1-divinyl-1-silacyclobutane